(E)-7-(3-(4-trifluoromethylbenzylidene)-2,5-dioxopyrrolidinyl)heptanoate FC(C1=CC=C(\C=C/2\C(N(C(C2)=O)CCCCCCC(=O)[O-])=O)C=C1)(F)F